CS(=O)(=O)C=1C=C(C=NC1)C1=NC(=NC=C1C(F)(F)F)N[C@@H]1CC[C@H](CC1)N(C(OC1CC1)=O)C1=NC=C(N=C1)C=1C=NC(=NC1)OC cyclopropyl (trans-4-((4-(5-(methanesulfonyl)pyridin-3-yl)-5-(trifluoromethyl)pyrimidin-2-yl)amino)cyclohexyl)(5-(2-methoxypyrimidin-5-yl)pyrazin-2-yl)carbamate